FC=1C=NC=CC1N1CCC(CC1)NC1=C2C(=NC3=CC(=C(C=C13)OC)OCCCN1CCCC1)CCCCC2 1-(3-fluoropyridin-4-yl)-N-{2-methoxy-3-[3-(pyrrolidin-1-yl)propoxy]-6H,7H,8H,9H,10H-cyclohepta[b]quinolin-11-yl}piperidin-4-amine